[N+](=O)([O-])C1=CC=C(C=C1)C(C(=O)NC1=C2C=CC=NC2=C2N=CC=CC2=C1)=O (4-nitrophenyl)-N-(1,10-phenanthroline-5-yl)glyoxylamide